3-bromo-4-hydroxypyrrolidine-1-carboxylate BrC1CN(CC1O)C(=O)[O-]